C(C)(C)OC(=O)C1=NOC(C1)(C1=CC(=C(C(=C1)C)C)C)C1CCCCC1 5-cyclohexyl-5-(3,4,5-trimethyl-phenyl)-4,5-dihydroisoxazole-3-carboxylic acid isopropyl ester